methionine sulfoxide N[C@@H](CCS(=O)C)C(=O)O